1-(8-bromo-7-methoxy-4-isoquinolinyl)-3-[(4-methoxyphenyl)methyl]Hexahydropyrimidine-2,4-dione BrC=1C(=CC=C2C(=CN=CC12)N1C(N(C(CC1)=O)CC1=CC=C(C=C1)OC)=O)OC